ClC1=C(C(=CC(=C1)\C=C\C)OC)C=1C(NC2(C1O)CCC(CC2)C)=O 3-{2-Chloro-6-methoxy-4-[(1E)-prop-1-en-1-yl]phenyl}-4-hydroxy-8-methyl-1-azaspiro[4.5]dec-3-en-2-one